4-(2-cyclohexylpropan-2-yl)-2,6-dimethoxy-N-(pyridin-2-yl)benzamide C1(CCCCC1)C(C)(C)C1=CC(=C(C(=O)NC2=NC=CC=C2)C(=C1)OC)OC